4-chloro-1-methyl-1H-pyrazolo[3,4-d]pyridazine ClC1=C2C(=CN=N1)N(N=C2)C